8-bromo-1-(4-methoxybenzyl)-2-oxo-2,3-dihydro-1H-benzo[b]azepine-4-carboxylic acid BrC=1C=CC2=C(N(C(CC(=C2)C(=O)O)=O)CC2=CC=C(C=C2)OC)C1